5-chlorobenzothiophene-2-carboxylic acid ClC=1C=CC2=C(C=C(S2)C(=O)O)C1